C1CCC12CCN(CC2)CCNC(OC(C)(C)C)=O tert-butyl (2-(7-azaspiro[3.5]nonan-7-yl)ethyl)carbamate